ethyl 5-carbamoyl-2-[2-(4-fluorophenyl)ethyl]-4-[5-({[(1R)-2,3-dihydro-1H-indenyl]amino}carbonyl)thiophen-2-yl]-6-(2-methylpropyl)pyridine-3-carboxylate C(N)(=O)C=1C(=C(C(=NC1CC(C)C)CCC1=CC=C(C=C1)F)C(=O)OCC)C=1SC(=CC1)C(=O)N[C@@H]1CCC2=CC=CC=C12